O=C1N(CC2=CC(=CC=C12)OC[C@@H]1N(CCCC1)CC1=CC=C(C=C1)N1CCNCC1)C1C(NC(CC1)=O)=O 3-(1-oxo-5-(((R)-1-(4-(piperazin-1-yl)benzyl)piperidin-2-yl)methoxy)isoindolin-2-yl)piperidine-2,6-dione